N1(N=CN=C1)C1=CC=C(C=C1)S(=O)(=O)NC1=CC(=C(C(=O)N[C@H](C(=O)O)CC2=C3C=CN=CC3=C(C=C2)C2=C(C=CC=C2OC)OC)C(=C1)F)F (S)-2-(4-((4-(1H-1,2,4-triazol-1-yl)phenyl)sulfonylamino)-2,6-difluorobenzoylamino)-3-(8-(2,6-dimethoxyphenyl)isoquinolin-5-yl)propanoic acid